(-)-tartaric acid [C@H]([C@@H](C(=O)O)O)(C(=O)O)O